CSN methanesulphenamide